ClC=1N=NC=CC1NC(=O)C=1NC2=CC=CC=C2C1 N-(3-chloropyridazin-4-yl)-1H-indole-2-carboxamide